BrC=1C(=C2C(CC(NS2(=O)=O)(CC)CCCC)N(C1)C1=CC=CC=C1)O/C=C/C(=O)O (E)-3-((7-bromo-3-butyl-3-ethyl-1,1-dioxido-5-phenyl-2,3,4,5-tetrahydro-1,2,5-benzothiadiazin-8-yl)oxy)acrylic acid